C(C)(C)(C)C=1C(=C(C=CC1)O)CCCCCCCC tert-butyl-octylphenol